tert-Butyl 3-(1-(4-fluoro-2-nitrophenyl)-1H-pyrrolo[2,3-c]pyridine-3-carbonyl)azetidine-1-carboxylate FC1=CC(=C(C=C1)N1C=C(C=2C1=CN=CC2)C(=O)C2CN(C2)C(=O)OC(C)(C)C)[N+](=O)[O-]